C[SiH](C)[Si](C)(C)N(C(C)C)[SiH](C)C dimethylsilyldimethylsilyl-dimethylsilyl-isopropylamine